C(C)(C)(C)OC(=O)N(CC#CC1=CC(=C(OCCCC2=C(N=CS2)C(=O)[O-])C=C1)F)C 5-[3-[4-[3-[tert-butoxycarbonyl (methyl) amino] prop-1-ynyl]-2-fluoro-phenoxy] propyl]-1,3-thiazole-4-carboxylate